BrC=1C=C(C=CC1)C(CC(F)(F)F)=O 1-(3-bromobenzeneYl)-3,3,3-trifluoropropan-1-one